BrC=1C=C(C(=C(C1)OC1CC1)[N+](=O)[O-])C 5-Bromo-1-cyclopropoxy-3-methyl-2-nitrobenzene